6-(3-isopropyl-5-(1-(tetrahydro-2H-pyran-4-yl)piperidin-4-yl)-1H-indol-2-yl)-[1,2,4]triazolo[1,5-b]pyridazine C(C)(C)C1=C(NC2=CC=C(C=C12)C1CCN(CC1)C1CCOCC1)C=1C=CC=2N(N1)N=CN2